[Pt](Cl)Cl.C1=CC=CC1 cyclopentadiene platinum dichloride